N-(N-(2-methyl-4-(4-methyl-6-oxo-1,4,5,6-tetrahydropyridazine-3-yl)phenyl)amidino)propionamide CC1=C(C=CC(=C1)C1=NNC(CC1C)=O)NC(=N)NC(CC)=O